N1N=C(C=C1)NC1=CC=C2C(=N1)C(=CS2)C2=CC=NC=C2 N-(1H-pyrazol-3-yl)-3-(pyridin-4-yl)thieno[3,2-b]pyridin-5-amine